[Cl-].[Cl-].[Zr+4].[Cl-].[Cl-].[Zr+4] zirconium dichloride Zirconium dichloride